C(C)(C)(C)OC(=O)N1CCC(=CC1)C1=C(C(=C(C=C1)[N+](=O)[O-])N)OCC(F)F 4-(3-amino-2-(2,2-difluoroethoxy)-4-nitrophenyl)-3,6-dihydropyridine-1(2H)-carboxylic acid tert-butyl ester